4-(tert-butylsulfonyl)-N-(3-(piperidin-1-yl)phenyl)benzenesulfonamide C(C)(C)(C)S(=O)(=O)C1=CC=C(C=C1)S(=O)(=O)NC1=CC(=CC=C1)N1CCCCC1